1-(4-chloro-3-fluorophenyl)-9-(5-((1s,2s)-2-(trifluoromethyl)cyclopropyl)-1,2,4-oxadiazol-3-yl)-1,9-diazaspiro[5.5]undecan-2-one ClC1=C(C=C(C=C1)N1C(CCCC12CCN(CC2)C2=NOC(=N2)[C@@H]2[C@H](C2)C(F)(F)F)=O)F